C(=O)C=1C=CC(=C(C1)NC(C)=O)O N-(5-FORMYL-2-HYDROXYPHENYL)ACETAMIDE